C(C=C)(=O)NCC(C1CO1)(C1=C(C=CC(=C1)C)C)OC(C1CO1)(CNC(C=C)=O)C1=C(C=CC(=C1)C)C acrylamidomethyl-2,5-dimethyl-phenylglycidyl ether